C1(CC1)C=1C=NN2C1N=C(C=C2NCC2=CC=C(C=C2)C2=NC=CC=C2)O[C@@H]2CNC[C@H]2F 3-cyclopropyl-5-(((3R,4R)-4-fluoropyrrolidin-3-yl)oxy)-N-(4-(pyridin-2-yl)benzyl)pyrazolo[1,5-a]pyrimidin-7-amine